C(C1=CC=CC=C1)OCCCCOC1CN(C1)C(=O)OC(C)(C)C tert-butyl 3-(4-(benzyloxy)butoxy)azetidine-1-carboxylate